C=1(C(=C(C(=CC1)O)O)O)C=1C(=CC(=CC1)O)O [1,1'-biphenyl]-2,2',3,4,4'-pentaol